NC=1C2=C(N=CN1)N(C=C2C2=CC=C(C=C2)C2OCCN1C2=C(C(N1C1=CC=CC=C1)=O)C(=O)N)C1CN(C1)C(C(C)C)=O (4-(4-amino-7-(1-isobutyrylazetidin-3-yl)-7H-pyrrolo[2,3-d]pyrimidin-5-yl)phenyl)-2-oxo-1-phenyl-2,4,6,7-tetrahydro-1H-pyrazolo[5,1-c][1,4]oxazine-3-carboxamide